COC(=O)N[C@H](C(=O)N(C)[C@@H](CC1=CC=C(C=C1)NS([O-])(=O)=O)C=1N=C(SC1)C=1SC=CC1)CC1=CC=CC=C1.[Na+] sodium (4-((S)-2-((S)-2-((methoxycarbonyl)amino)-N-methyl-3-phenylpropanamido)-2-(2-(thiophen-2-yl)thiazol-4-yl)ethyl)phenyl)sulfamate